ClC=1C=C2C(C(NC2=CC1)=O)=NN=C1SCC(N1C1=CC(=CC=C1)OC)=O 5-chloro-3-(2-(3-(3-methoxyphenyl)-4-oxothiazolidine-2-ylidene)hydrazono)-1H-indol-2-one